3-(6-(4-(3-(((1s,4s)-4-(3-bromo-2-methylphenoxy)cyclohexyl)oxy)propyl)piperazin-1-yl)-1-methyl-1H-indazol-3-yl)piperidine-2,6-dione BrC=1C(=C(OC2CCC(CC2)OCCCN2CCN(CC2)C2=CC=C3C(=NN(C3=C2)C)C2C(NC(CC2)=O)=O)C=CC1)C